[Na+].P([O-])([O-])=O.P([O-])([O-])=O.[Na+].[Na+].[Na+] bisphosphonic acid sodium salt